C(C=CCCCCCCCCCCCCC(=O)O)(=O)O 1,16-hexadecendioic acid